5-(benzyl(methyl)amino)-7-(1H-pyrazol-4-yl)-N-(2-(trifluoromethyl)phenyl)pyrazolo[1,5-a]pyrimidine-2-carboxamide C(C1=CC=CC=C1)N(C1=NC=2N(C(=C1)C=1C=NNC1)N=C(C2)C(=O)NC2=C(C=CC=C2)C(F)(F)F)C